Tert-butyldiphenyl-(2-(thien-3-yl)ethoxy)silane C(C)(C)(C)[Si](OCCC1=CSC=C1)(C1=CC=CC=C1)C1=CC=CC=C1